(R)-N4-(4-Chloro-2-(6-(trifluoromethyl)pyridin-3-yl)thiazol-5-yl)-2-methyl-N1-((S)-11-oxo-2,3,10,11-tetrahydro-1H,5H-benzo[d]pyrazolo[1,2-a][1,2]diazepin-10-yl)succinamide ClC=1N=C(SC1NC(C[C@H](C(=O)N[C@H]1C2=C(CN3N(C1=O)CCC3)C=CC=C2)C)=O)C=2C=NC(=CC2)C(F)(F)F